BrC=1C(=C(C=CC1)CC#N)Cl 2-(3-bromo-2-chloro-phenyl)acetonitrile